fluorene-2,6-diamine C1=C(C=CC=2C3=CC(=CC=C3CC12)N)N